(((ethylthio)carbonothioyl)thio)pentanoic acid C(C)SC(=S)SC(C(=O)O)CCC